C12N(CC(CC1)CC2)CCNC(=O)C=2C=C(C(=NC2)C)NC(=O)C=2C=NN1C2SC(=C1)C1=C2C(=NC=C1)OCCO2 N-(5-((2-(2-azabicyclo[2.2.2]octan-2-yl)ethyl)carbamoyl)-2-methylpyridin-3-yl)-2-(2,3-dihydro-[1,4]dioxino[2,3-b]pyridin-8-yl)pyrazolo[5,1-b]thiazole-7-carboxamide